4,4-bis(octyloxy)butyl (3-(diethylamino)propyl) pentadecane-1,3-diyl dicarbonate C(OCCCC(OCCCCCCCC)OCCCCCCCC)(OCCC(CCCCCCCCCCCC)OC(OCCCN(CC)CC)=O)=O